O=C1CC(CCC1)C1=NC2=CC=C(C=C2C=C1)C(=O)OC methyl 2-(3-oxocyclohexyl)quinoline-6-carboxylate